CC12CCC(C=C1)C2 methylbicyclo(2.2.1)hept-5-ene